ClC1=NC(=C(C2=CC=C(C=C12)OC)O)C(=O)NCC(=O)O [(1-Chloro-4-hydroxy-7-methoxy-isoquinoline-3-carbonyl)-amino]-acetic acid